1,6-dinitroanthraquinone [N+](=O)([O-])C1=CC=CC=2C(C3=CC(=CC=C3C(C12)=O)[N+](=O)[O-])=O